N-(1-methylcyclopropyl)-2-(3-(3-(2-(3-methylisoxazol-5-yl)acetamido)-1H-pyrazol-5-yl)cyclopentyl)acetamide CC1(CC1)NC(CC1CC(CC1)C1=CC(=NN1)NC(CC1=CC(=NO1)C)=O)=O